2',3'-Dimethoxy-10'-oxo-5',10'-dihydrospiro[cyclobutane-1,6'-pyrido[1,2-h][1,7]naphthyridine]-9'-carboxylic acid COC1=NC=2C=3N(C4(CC2C=C1OC)CCC4)C=C(C(C3)=O)C(=O)O